(E)-1-(3-(1-methyl-1H-pyrazol-4-yl)acryloyl)-2-oxo-1,2,5,6-tetrahydropyridine-3-carbonitrile CN1N=CC(=C1)/C=C/C(=O)N1C(C(=CCC1)C#N)=O